(S)-4-(acetamidomethyl)-N-(1-(4-((4-cyclopropyl-1,5-naphthyridin-3-yl)amino)phenyl)-2,2,2-trifluoroethyl)-N-methylcyclohexane-1-carboxamide C(C)(=O)NCC1CCC(CC1)C(=O)N(C)[C@H](C(F)(F)F)C1=CC=C(C=C1)NC=1C=NC2=CC=CN=C2C1C1CC1